2,6-Diazaspiro[3.5]nonane-5,7-dione C1NCC12C(NC(CC2)=O)=O